5,6,8,9-tetrahydrospiro[pyrimido[4,5-b]indol-7,2'-[1,3]dioxolan]-4(3H)-one O1C2(OCC1)CCC=1C3=C(NC1C2)N=CNC3=O